N-(1-(butylcarbamoyl)-2-phenylethyl)butyramide C(CCC)NC(=O)C(CC1=CC=CC=C1)NC(CCC)=O